N-methyl-propenamide CNC(C=C)=O